(R)-1-(3-fluoro-5-methyl-pyridin-2-yl)-3-(oxetan-3-yl)-4-(4-(trifluoromethyl)-benzyl)piperazine-2,5-dione FC=1C(=NC=C(C1)C)N1C([C@H](N(C(C1)=O)CC1=CC=C(C=C1)C(F)(F)F)C1COC1)=O